Cl[V](=NC(C)(C)CC)(Cl)Cl trichloro(t-amylimino)vanadium